2-methoxy-N-methyl-4-(6-(4-(2-(3-methyloxetan-3-yl)acetamido)thiophen-2-yl)pyrazin-2-yl)-N-(1-methylpiperidin-4-yl)benzamide COC1=C(C(=O)N(C2CCN(CC2)C)C)C=CC(=C1)C1=NC(=CN=C1)C=1SC=C(C1)NC(CC1(COC1)C)=O